4,4a,5,9b-Tetrahydroindeno[1,2-d]-m-dioxin O1COCC2C1C1=CC=CC=C1C2